N-[4-(ethylsulfonyl)phenyl]-6,7-diethoxyisoquinolin-1-amine C(C)S(=O)(=O)C1=CC=C(C=C1)NC1=NC=CC2=CC(=C(C=C12)OCC)OCC